ClC1=C(C(=C(C(=C1)N1CCCC1)C#N)C=1N(N=CC1)CCCCCCCCCCCCCC)F 4-chloro-3-fluoro-6-(tetrahydro-1H-pyrrol-1-yl)-2-[2-(tridecylmethyl)pyrazol-3-yl]benzene-1-carbonitrile